methyl (2,5-dimethyl-4-(2-(3-(trifluoromethyl)phenyl) acetyl)phenyl)carbamate CC1=C(C=C(C(=C1)C(CC1=CC(=CC=C1)C(F)(F)F)=O)C)NC(OC)=O